4-amino-N-(8-fluoro-2-methylimidazo[1,2-a]pyridin-6-yl)-2-(methyl(2,2,6,6-tetramethylpiperidin-4-yl)amino)thiazole-5-carboxamide NC=1N=C(SC1C(=O)NC=1C=C(C=2N(C1)C=C(N2)C)F)N(C2CC(NC(C2)(C)C)(C)C)C